OC1=CC2=C(SC(=C2)C(CCC(=O)OCC)=O)C=C1OC ethyl 4-(5-hydroxy-6-methoxybenzo[B]thiophen-2-yl)-4-oxobutyrate